(5-(3-Chloropyridin-2-yl)-4,5-dihydro-1H-pyrazol-1-yl)(4-(2-(1,4-dimethyl-1H-pyrazol-5-yl)-5-fluoropyrimidin-4-yl)piperazin-1-yl)methanone ClC=1C(=NC=CC1)C1CC=NN1C(=O)N1CCN(CC1)C1=NC(=NC=C1F)C1=C(C=NN1C)C